6-(1-methyl-6-oxo-1,6-dihydropyridin-3-yl)-8-(4-(1-(tetrahydro-2H-pyran-2-yl)-1H-pyrazol-5-yl)phenyl)-2-(2,2,2-trifluoroethylamino)pyrido[2,3-d]pyrimidin-7(8H)-one CN1C=C(C=CC1=O)C1=CC2=C(N=C(N=C2)NCC(F)(F)F)N(C1=O)C1=CC=C(C=C1)C1=CC=NN1C1OCCCC1